C(CCCC)(=O)C(C(C(=O)O)(O)C(C1=CC=CC=C1)=O)(O)C(=O)O valeryl-benzoyl-tartaric acid